2-(4-(methylcarbamoyl)phenyl)-N-(3-(trifluoromethyl)oxetan-3-yl)benzo[d]imidazo[2,1-b]thiazole-7-carboxamide CNC(=O)C1=CC=C(C=C1)C=1N=C2SC3=C(N2C1)C=CC(=C3)C(=O)NC3(COC3)C(F)(F)F